1-tert-butoxycarbonyl-3,3-dimethyl-piperidine-2-carboxylic acid C(C)(C)(C)OC(=O)N1C(C(CCC1)(C)C)C(=O)O